N-[3-(mesitylenesulfonyloxy)phenyl]-N'-[4-(mesitylenesulfonyloxy)phenyl]urea C1(=C(C(=CC(=C1)C)C)S(=O)(=O)OC=1C=C(C=CC1)NC(=O)NC1=CC=C(C=C1)OS(=O)(=O)C1=C(C=C(C=C1C)C)C)C